2-chloro-N,N-dimethyl-4-(4-(2-(3,3,3-trifluoro-2-hydroxy-2-phenylpropanoyl)-2-azaspiro[3.3]heptan-6-yl)piperazin-1-yl)benzamide ClC1=C(C(=O)N(C)C)C=CC(=C1)N1CCN(CC1)C1CC2(CN(C2)C(C(C(F)(F)F)(C2=CC=CC=C2)O)=O)C1